C(#N)C1=C(C=NC=C1)C1=C(C=C2C(=CN(C2=C1)CC(C)(C)C)[C@H](C)NS(=O)(=O)C1CC1)F |o1:22| (S or R)-N-(1-(6-(4-cyanopyridin-3-yl)-5-fluoro-1-neopentyl-1H-indol-3-yl)ethyl)cyclopropanesulfonamide